(Z)-hexadec-11-enoic acid methyl ester COC(CCCCCCCCC\C=C/CCCC)=O